Cl.FC(C1=CC=C(C=N1)N1CC2(CC1)CCNCC2)(F)F 2-(6-(trifluoromethyl)pyridin-3-yl)-2,8-diazaspiro[4.5]decane hydrochloride